C(C1=CC=CC=C1)(C1=CC=CC=C1)C1=C(C(=NC=C1Br)N)N benzhydryl-5-bromopyridine-2,3-diamine